1-(1-methyl-2-oxo-1,2-dihydroquinolin-5-yl)prop-2-yn-1-yl acetate C(C)(=O)OC(C#C)C1=C2C=CC(N(C2=CC=C1)C)=O